ClC1=C(C=2C=C3CC(CCN3C2N=C1)N1C(C(CCC1)OCC1NCC1)=O)C 2-(((1-(3-chloro-4-methyl-6,7,8,9-tetrahydropyrido[3,2-b]indolizin-7-yl)-2-oxopiperidin-3-yl)oxy)methyl)azetidin